5-[3-benzyloxy-1-fluoro-7-(5-hydroxypentoxy)-2-naphthyl]-1,1-dioxo-1,2,5-thiadiazolidin-3-one C(C1=CC=CC=C1)OC=1C(=C(C2=CC(=CC=C2C1)OCCCCCO)F)N1CC(NS1(=O)=O)=O